ClC1=CC=C(C=C1)[C@@]1(N(C(C2=CC(=CC(=C12)F)C(=O)C=1C=NN(C1)C)=O)CC1=CC=C(C=N1)C#N)OCC1(CC1)O 6-{[(1R)-1-(4-chlorophenyl)-7-fluoro-1-[(1-hydroxycyclopropyl)methoxy]-5-(1-methyl-1H-pyrazole-4-carbonyl)-3-oxo-2,3-dihydro-1H-isoindol-2-yl]methyl}pyridine-3-carbonitrile